BrC1=C(NC(C2=CC=C(C=C12)C(F)(F)F)=O)C1=CC=CC=C1 4-bromo-3-phenyl-6-(trifluoromethyl)isoquinolin-1(2H)-one